C(C)(C)(C)C1=CC=C(C(=N1)F)C(=O)NS(=O)(=O)C1=NC(=CC=C1)NC(CC[C@@H]1CNC(C1)(C)C)C1=NC=C(C=C1)Cl 6-tert-butyl-N-[[6-[[1-(5-chloro-2-pyridyl)-3-[(3S)-5,5-dimethylpyrrolidin-3-yl]propyl]amino]-2-pyridyl]sulfonyl]-2-fluoro-pyridine-3-carboxamide